FC=1C(=NC=CC1)CC1=NN2C(=NC(=C(C2=N1)C=1C=CC=2N(C1)C(=CN2)C)N2CCCC2)N 2-((3-fluoropyridin-2-yl)methyl)-8-(3-methylimidazo[1,2-a]pyridin-6-yl)-7-(pyrrolidin-1-yl)-[1,2,4]triazolo[1,5-c]pyrimidin-5-amine